C(C1=CC=CC=C1)SC=1C=C(C=CC1)C1CN(CC2=C(C=C(C=C12)Cl)Cl)C 4-(3-benzylsulfanyl-phenyl)-6,8-dichloro-2-methyl-3,4-dihydro-1H-isoquinoline